C1(CC1)C1N(CCOC1)C=1NC(C=C(C1)C1=CC(=NC=C1)NC(C)=O)=O N-[4-[2-(3-cyclopropylmorpholin-4-yl)-6-oxo-1H-pyridin-4-yl]-2-pyridyl]acetamide